5-chloro-1'-[2-({2-[(2S) or (2R)-1,2-dihydroxypropan-2-yl]pyrimidin-5-yl}oxy)ethyl]-1,2-dihydrospiro[indole-3,4'-piperidin]-2-one ClC=1C=C2C(=CC1)NC(C21CCN(CC1)CCOC=1C=NC(=NC1)[C@](CO)(C)O)=O |o1:24|